(S)-2-((R)-4,4-difluoro-3-(6-oxo-1,6-dihydropyridin-3-yl)piperidin-1-yl)-N-(6,7-dihydro-5H-indeno[5,6-d]thiazol-2-yl)propanamide FC1([C@@H](CN(CC1)[C@H](C(=O)NC=1SC2=C(N1)C=C1CCCC1=C2)C)C2=CNC(C=C2)=O)F